5-benzyl-N-(2'-ethyl-5'-methoxy-[4,4'-bipyridine]-2-yl)-4H-1,2,4-triazole-3-carboxamide C(C1=CC=CC=C1)C=1NC(=NN1)C(=O)NC1=NC=CC(=C1)C1=CC(=NC=C1OC)CC